NC=1C(=NC(=CN1)C1=NC=CC(=C1C(F)(F)F)OC)C(=O)NC1=NC=CC=C1N1CCC(CC1)(C)N 3-amino-N-(3-(4-amino-4-methylpiperidin-1-yl)pyridin-2-yl)-6-(4-methoxy-3-(trifluoromethyl)pyridin-2-yl)pyrazine-2-carboxamide